Diethylene glycol mono-2-ethylhexyl ether C(C)C(COCCOCCO)CCCC